N1(CCCC1)C1CCC(CC1)C=1SC2=C(N1)C=CN2 2-(4-(pyrrolidin-1-yl)cyclohexyl)-4H-pyrrolo[3,2-d]thiazole